OC=1N=C(C2=C(N1)SC(=N2)C=2C=CC(=C(C#N)C2)OC2=CC=CC=C2)O 5-(5,7-Dihydroxythiazolo[5,4-d]pyrimidin-2-yl)-2-phenoxybenzonitrile